3-(5-amino-6-methylpyridin-2-yl)-6-methyl-1H-indole-7-carbonitrile NC=1C=CC(=NC1C)C1=CNC2=C(C(=CC=C12)C)C#N